FC1=C(C=CC(=C1F)OC)C1=CN=C2N1C=CN=C2NC2=CC(=C(C(=O)N1CCC(CC1)C(=O)NCC(CN(C)C)O)C=C2)C 1-(4-((3-(2,3-difluoro-4-methoxy-phenyl)imidazo[1,2-a]pyrazin-8-yl)amino)-2-methylbenzoyl)-N-(3-(dimethylamino)-2-hydroxy-propyl)piperidine-4-carboxamide